NCC1=NNC(C2=CC=C(C=C12)C=1C=NN(C1C1=C(C2=CC=CC=C2C(=C1)F)C#N)C)=O 2-(4-(4-(aminomethyl)-1-oxo-1,2-dihydrophthalazin-6-yl)-1-methyl-1H-pyrazol-5-yl)-4-fluoro-1-naphthonitrile